(R)-N-(4-(1-(2-cyanoacetyl)-3-methyl-1,2,3,6-tetrahydropyridin-4-yl)-1H-pyrrolo[2,3-b]pyridin-6-yl)cyclopropanecarboxamide C(#N)CC(=O)N1C[C@@H](C(=CC1)C1=C2C(=NC(=C1)NC(=O)C1CC1)NC=C2)C